N-(7-chloro-6-(4-((3R,4R)-4-hydroxy-3-methyltetrahydrofuran-3-yl)piperazin-1-yl)isoquinolin-3-yl)bicyclo[1.1.1]pentane-1-carboxamide ClC1=C(C=C2C=C(N=CC2=C1)NC(=O)C12CC(C1)C2)N2CCN(CC2)[C@@]2(COC[C@@H]2O)C